1-Sulfamoyl-3-[4-(3-sulfooxypropylcarbamoyl)phenyl]pyrrole-2-carboxylic acid S(N)(=O)(=O)N1C(=C(C=C1)C1=CC=C(C=C1)C(NCCCOS(=O)(=O)O)=O)C(=O)O